CC1=C(C=CC=2C(OCC21)=O)CC[NH+]2C[C@@H]1[C@H](CC2)N(C(O1)=O)CC1=C(C2=C(C(OC2)=O)C=C1)C (3aR,7aS)-5-[2-(4-methyl-1-oxo-1,3-dihydro-2-benzofuran-5-yl)ethyl]-1-[(4-methyl-1-oxo-1,3-dihydro-2-benzofuran-5-yl)methyl]-2-oxooctahydro[1,3]oxazolo[5,4-c]pyridin-5-ium